tert-butyl 2-oxo-6-azaspiro[3.4]octane-6-carboxylate O=C1CC2(C1)CN(CC2)C(=O)OC(C)(C)C